pyrazol-1-formamidine hydrochloride Cl.N1(N=CC=C1)C(=N)N